FC(C1=C(C=NN1C1=C2C=CNC(C2=CC=C1)=O)C1=NN=C(N1)C1=CC(=NC=C1)C(F)(F)F)(F)F 5-(5-(trifluoromethyl)-4-(5-(2-(trifluoromethyl)pyridin-4-yl)-4H-1,2,4-triazol-3-yl)-1H-pyrazol-1-yl)isoquinolin-1(2H)-one